[N,N-bis(2-ethylhexyl)aminomethyl]-5-carboxylbenzotriazole C(C)C(CN(CC(CCCC)CC)CC1=C(C=CC=2NN=NC21)C(=O)O)CCCC